2-(4-(4-chlorophenyl)-1H-1,2,3-triazol-1-yl)-N-(2-methoxy-5-nitrophenyl)acetamide ClC1=CC=C(C=C1)C=1N=NN(C1)CC(=O)NC1=C(C=CC(=C1)[N+](=O)[O-])OC